C1(=CC=CC2=CC=CC=C12)[C@@H](C)N1CCC(CC1)N(S(=O)(=O)C)CC(=O)NCCC(=O)NCC#C (R)-3-(2-(N-(1-(1-(naphthalen-1-yl)ethyl)piperidin-4-yl)methylsulfonamido)acetamido)-N-(prop-2-yn-1-yl)propanamide